C1(CC1)C1=C(C(=NO1)C1=C(C=NC=C1Cl)Cl)C1=CC2(C1)CCN(CC2)C2=NC=1C(=CC=C(C1C=C2)C(=O)O)OC 2-(2-(5-cyclopropyl-3-(3,5-dichloropyridin-4-yl)isoxazol-4-yl)-7-azaspiro[3.5]non-1-en-7-yl)-8-methoxyquinoline-5-carboxylic acid